(S)-(2-methylenetetrahydro-1H-pyrrolizin-7a-yl)methanol C=C1C[C@@]2(CCCN2C1)CO